N-(1-(4,4-difluoropiperidin-1-yl)-2-oxo-1,2-dihydropyridin-3-yl)-4-((2-hydroxyethyl)sulfonamido)-2-((1S,6R)-6-(trifluoromethyl)-3-azabicyclo[4.1.0]heptan-3-yl)benzamide FC1(CCN(CC1)N1C(C(=CC=C1)NC(C1=C(C=C(C=C1)NS(=O)(=O)CCO)N1C[C@H]2C[C@]2(CC1)C(F)(F)F)=O)=O)F